COC1=CN=CC(=N1)NC=1C(=NOC1C1=CC=C(C(=N1)C)OC[C@@H]1[C@H](CCCC1)C(=O)O)C (1S,2S)-2-(((6-(4-((6-methoxypyrazin-2-yl)amino)-3-methylisoxazol-5-yl)-2-methylpyridin-3-yl)oxy)methyl)cyclohexane-1-carboxylic acid